(2R,6S)-6-((benzyloxy)methyl)-4-(tert-butoxycarbonyl)morpholine-2-carboxylic acid C(C1=CC=CC=C1)OC[C@H]1O[C@H](CN(C1)C(=O)OC(C)(C)C)C(=O)O